FC1=CC=C(CN2N=C(N=C2)C(=O)NC2C(N(C3=C(OC2)C=CC(=C3)N3CC2(C3)CCOCC2)C)=O)C=C1 1-(4-fluorobenzyl)-N-(5-methyl-4-oxo-7-(7-oxa-2-azaspiro[3.5]non-2-yl)-2,3,4,5-tetrahydrobenzo[b][1,4]oxazepin-3-yl)-1H-1,2,4-triazole-3-carboxamide